C(C)(C)(C)OC(NCC1=NNC(C2=CC=C(C=C12)C=1C=NN(C1C1=C(C=2C(=NC=C(C2)C)S1)C#N)C)=O)=O.C(=C)C=1C=C(C=CC1)P(CCP(C1=CC=CC=C1)C1=CC(=CC=C1)C=C)C1=CC=CC=C1 1,2-bis(3-vinylphenyl-phenylphosphino)ethane tert-butyl-N-[[7-[5-(3-cyano-5-methyl-thieno[2,3-b]pyridin-2-yl)-1-methyl-pyrazol-4-yl]-4-oxo-3H-phthalazin-1-yl]methyl]carbamate